tert-butyl 6-(4-(4-(3-fluoro-4-nitrophenyl)piperazin-1-yl)piperidin-1-yl)pyridazine-3-carboxylate FC=1C=C(C=CC1[N+](=O)[O-])N1CCN(CC1)C1CCN(CC1)C1=CC=C(N=N1)C(=O)OC(C)(C)C